6-[[2-keto-5-(trifluoromethyl)pyrazin-1-yl]methyl]-2-azaspiro[3.3]heptane-2-carboxylic acid tert-butyl ester C(C)(C)(C)OC(=O)N1CC2(C1)CC(C2)CN2C(C=NC(=C2)C(F)(F)F)=O